N1(CCOCC1)C(=O)C=1C=C(C=CC1)C1=CC(=CC=C1)C=CC(=O)N1C(OCC1C1=CC=CC=C1)=O 3-(3-(3'-(morpholine-4-carbonyl)-[1,1'-biphenyl]-3-yl)acryloyl)-4-phenyloxazolidin-2-one